9,10-di(naphthalen-2-yl)anthracene (S)-tert-butyl-(1-(4-(6-(3-(2-(diethylamino)ethyl)thioureido)quinolin-2-yl)piperazin-1-yl)-1-oxopropan-2-yl)carbamate C(C)(C)(C)N(C(O)=O)[C@H](C(=O)N1CCN(CC1)C1=NC2=CC=C(C=C2C=C1)NC(=S)NCCN(CC)CC)C.C1=C(C=CC2=CC=CC=C12)C=1C2=CC=CC=C2C(=C2C=CC=CC12)C1=CC2=CC=CC=C2C=C1